t-butyl (10R)-3-(trifluoromethyl)-6a,7,9,10-tetrahydropyrazino[1,2-d]pyrido[3,2-b][1,4]oxazin-8(6H)-carboxylate FC(C1=CC=2OCC3N(C2N=C1)CCN(C3)C(=O)OC(C)(C)C)(F)F